ClC=1N=CC2=C(N1)N(C(=C2)C(=O)N(C)C)C2CCCC2 2-chloro-7-cyclopentyl-N,N-dimethylpyrrolo[2,3-d]pyrimidine-6-carboxamide